ClC=1C=C(CC2ON(OS2)CCCCCCC(=O)NO)C=CC1 (Z)-7-(5-(3-chlorobenzyl)-2,4-dioxathiazolidine-3-yl)-N-hydroxyheptanamide